8-(2,4-difluorophenyl)-12-(dimethylamino)-7-(trifluoromethyl)-10-thia-1,3-diazatricyclo[7.4.1.05,14]tetradeca-5(14),6,8-triene-2,4-dione FC1=C(C=CC(=C1)F)C=1C(=CC=2C(NC(N3CC(CSC1C32)N(C)C)=O)=O)C(F)(F)F